3-(4-(3-phenoxypropoxy)butyl)isoxazole O(C1=CC=CC=C1)CCCOCCCCC1=NOC=C1